[Si]([O-])([O-])([O-])O.[Er+3] erbium monosilicate